BrC=1C(=NC=2N(C1)C=C(N2)C(=O)N2C[C@@H]([C@H](CC2)N2CC1=CC=CC=C1CC2)O)C (6-bromo-7-methylimidazo[1,2-a]pyrimidin-2-yl)((3S,4S)-4-(3,4-dihydroisoquinolin-2(1H)-yl)-3-hydroxypiperidin-1-yl)methanone